Cl.C(C)(=O)NCCN(CC[C@@H](C(=O)O)N)CCCCC1=NC=2NCCCC2C=C1 (S)-4-((2-acetamidoethyl)(4-(5,6,7,8-tetrahydro-1,8-naphthyridin-2-yl)butyl)amino)-2-aminobutanoic acid hydrochloride